C(CCCCCCC)CC octyl-ethane